ClC=1C=CC2=C(C(=NO2)N2C(NC(CC2)=O)=O)C1 1-(5-chlorobenzo[d]isoxazol-3-yl)-dihydropyrimidine-2,4(1H,3H)-dione